B1B=BC=C1 triborol